2-((2S,4S)-1-acryloyl-4-(7-(3-chloro-2-methylphenyl)-4-(3-(dimethylamino)-3-methylazetidin-1-yl)-6-fluoro-8-methyl-1H-[1,2,3]triazolo[4,5-c]quinolin-1-yl)piperidin-2-yl)acetonitrile C(C=C)(=O)N1[C@@H](C[C@H](CC1)N1N=NC=2C(=NC=3C(=C(C(=CC3C21)C)C2=C(C(=CC=C2)Cl)C)F)N2CC(C2)(C)N(C)C)CC#N